methyl 2-((2S,4S)-2-(((tert-butoxycarbonyl)amino)methyl)-5-chloro-6-fluoro-2-phenyl-2,3-dihydrobenzofuran-4-yl)-3-fluoro-4-(2-((tetrahydro-2H-pyran-2-yl)oxy)ethoxy)benzoate C(C)(C)(C)OC(=O)NC[C@@]1(OC2=C(C1)C(=C(C(=C2)F)Cl)C2=C(C(=O)OC)C=CC(=C2F)OCCOC2OCCCC2)C2=CC=CC=C2